METHYL 2-HYDROXY-4-METHYLPENTANOATE OC(C(=O)OC)CC(C)C